2-[(2S,5R)-2-(4-fluorophenyl)-5-methyl-1-piperidyl]-N-(5-methyl-3-pyridyl)-2-oxo-acetamide FC1=CC=C(C=C1)[C@H]1N(C[C@@H](CC1)C)C(C(=O)NC=1C=NC=C(C1)C)=O